rac-benzyl [(4-isopropyl-2,5-dioxoimidazolidin-4-yl)methyl]carbamate C(C)(C)[C@@]1(NC(NC1=O)=O)CNC(OCC1=CC=CC=C1)=O |r|